lithium aluminum lanthanum zirconium [Zr].[La].[Al].[Li]